CC1C(NC2=CN(N=C2C=2C=CN=C(CCCC1)C2)C2=CC=NC=C2)=O 9-methyl-4-(pyridin-4-yl)-3,4,7,15-tetraazatricyclo[12.3.1.02,6]Octadecan-1(18),2,5,14,16-pentaen-8-one